bisphenol A-d OC=1C(=CC(=CC1)C(C)(C)C1=CC=C(C=C1)O)[2H]